Tert-butyl ((5-cyclopropyl-2-methoxyphenyl)sulfonyl)carbamate C1(CC1)C=1C=CC(=C(C1)S(=O)(=O)NC(OC(C)(C)C)=O)OC